FC1=C(C=CC(=C1)C1=C(N=C(S1)C1=NOC(=N1)CC(C)(C)O)CO)S(=O)(=O)NC(C(F)(F)F)CC 2-fluoro-4-(2-(5-(2-hydroxy-2-methylpropyl)-1,2,4-oxadiazol-3-yl)-4-(hydroxymethyl)thiazol-5-yl)-N-(1,1,1-trifluorobutan-2-yl)benzenesulfonamide